1-bromo-2-((4-fluorobenzyl)oxy)-4-fluoro-5-nitrobenzene BrC1=C(C=C(C(=C1)[N+](=O)[O-])F)OCC1=CC=C(C=C1)F